FC(CN1C(=NC2=NC=C(C=C21)C=2C=CN1N=C(N=CC12)N[C@H]1[C@@H](CN(CC1)C)F)C)F 5-(1-(2,2-difluoroethyl)-2-methyl-1H-imidazo[4,5-b]pyridin-6-yl)-N-((3R,4R)-3-fluoro-1-methylpiperidin-4-yl)pyrrolo[2,1-f][1,2,4]triazin-2-amine